FC(C(=O)O)(F)F.CN1C(N(C2=C1C(=CC=C2)C2CN(CCC2)CC2CCNCC2)C2C(NC(CC2)=O)=O)=O 3-{3-Methyl-2-oxo-4-[1-(piperidin-4-ylmethyl)piperidin-3-yl]-1,3-benzodiazol-1-yl}piperidine-2,6-dione trifluoroacetate